CCCCCCCCCCCCCCOC1=CC=C(O1)C(=O)O The molecule is a member of the class of furans that is 2-furoic acid in which the hydrogen at position 5 is replaced by a tetradecyloxy group. It has a role as an EC 6.4.1.2 (acetyl-CoA carboxylase) inhibitor, a PPARalpha agonist, an antineoplastic agent and an apoptosis inducer. It is a furoic acid and an aromatic ether. It derives from a 2-furoic acid.